FC1=C(C=CC(=C1)F)N1N=NC(=C1)C(=O)N1[C@H](C2=CC=CC=C2[C@H](C1)C=1C=NN(C1C)C)C |r| [1-(2,4-difluorophenyl)triazol-4-yl]-[rac-(1S,4S)-4-(1,5-dimethylpyrazol-4-yl)-1-methyl-3,4-dihydro-1H-isoquinolin-2-yl]methanone